5-[1-(4-fluorophenyl)ethyl]-2-piperazin-1-yl-pyrimidine FC1=CC=C(C=C1)C(C)C=1C=NC(=NC1)N1CCNCC1